[Na].[SiH3]O silanol sodium salt